C1=CC=CC=2C3=CC=CC=C3C(C12)COC(N[C@H](C(NCCCC[C@H](NC(N[C@@H](CCC(=O)OC(C)(C)C)C(=O)OC(C)(C)C)=O)C(=O)OC(C)(C)C)=O)CC1=CC(=CC=C1)F)=O tri-tert-butyl (5S,12S,16S)-1-(9H-fluoren-9-yl)-5-[(3-fluorophenyl)methyl]-3,6,14-trioxo-2-oxa-4,7,13,15-tetraazaoctadecane-12,16,18-tricarboxylate